The molecule is a glycosyl alditol derivative consisting of D-galactopyranose, 2-acetamido-2-deoxy-D-glucopyranose and 2-acetamido-2-deoxy-D-galactitol residues joined in sequence by (1->4) and (1->3) glycosidic bonds. It is a glycosyl alditol derivative, a partially-defined glycan and a member of acetamides. It derives from a N-acetyl-D-galactosaminitol, a D-Galp-(1->4)-D-GlcpNAc and a 3-O-(N-acetyl-D-glucosaminyl)-N-acetyl-D-galactosaminitol. CC(=O)N[C@@H]1[C@H]([C@@H]([C@H](OC1O[C@H]([C@H](CO)NC(=O)C)[C@H]([C@@H](CO)O)O)CO)OC2[C@@H]([C@H]([C@H]([C@H](O2)CO)O)O)O)O